C(C)(C)(C)C1=NC(=NO1)C(=O)NCC1=C(C=C(C=C1)C1=NC=NN2C1=CC(=C2)N2C[C@@H](CC2)F)C (R)-5-(tert-butyl)-N-(4-(6-(3-fluoropyrrolidin-1-yl)pyrrolo[2,1-f][1,2,4]triazin-4-yl)-2-methylbenzyl)-1,2,4-oxadiazole-3-carboxamide